(2R,4R)-N2-(5-((+)-1-amino-3-cyclopropyl-1-(pyridin-4-yl)propyl)-2-fluorophenyl)-N1-(5-chloropyridin-2-yl)-4-hydroxypyrrolidine-1,2-dicarboxamide NC(CCC1CC1)(C1=CC=NC=C1)C=1C=CC(=C(C1)NC(=O)[C@@H]1N(C[C@@H](C1)O)C(=O)NC1=NC=C(C=C1)Cl)F